N1C=NC=C1CCC(=O)O 3-(1H-imidazol-5-yl)propionic acid